N-[[3-[4-[[(3S,4R)-1-tert-butyl-3-fluoro-4-piperidyl]amino]-1-(2,2,2-trifluoroethyl)indol-2-yl]-1,2,4-oxadiazol-5-yl]methyl]-1-(2-methoxy-1-methyl-ethyl)pyrrole-3-carboxamide C(C)(C)(C)N1C[C@@H]([C@@H](CC1)NC1=C2C=C(N(C2=CC=C1)CC(F)(F)F)C1=NOC(=N1)CNC(=O)C1=CN(C=C1)C(COC)C)F